2-(2,4-difluorophenoxy)-N-[1-[5-[3-cis-(trifluoromethoxy)cyclobutyl]-1,3,4-oxadiazol-2-yl]-2-oxabicyclo[2.2.2]octan-4-yl]acetamide FC1=C(OCC(=O)NC23COC(CC2)(CC3)C=3OC(=NN3)C3(CCC3)OC(F)(F)F)C=CC(=C1)F